Caprylyl-Salicylic Acid C(CCCCCCC)(=O)OC=1C(C(=O)O)=CC=CC1